N-Benzyl-1-(6-((1-(4-(difluoromethyl)phenyl)-4-methyl-1H-1,2,3-triazol-5-yl)methoxy)pyridazin-3-yl)azetidine-3-carboxamide C(C1=CC=CC=C1)NC(=O)C1CN(C1)C=1N=NC(=CC1)OCC1=C(N=NN1C1=CC=C(C=C1)C(F)F)C